C(C)N1CSC2=C1C=CC(=C2)S(=O)(=O)[O-].[N+3].C(C)N2CSC1=C2C=CC(=C1)S(=O)(=O)[O-].C(C)N1CSC2=C1C=CC(=C2)S(=O)(=O)[O-] nitrogen (3-ethylbenzothiazole-6-sulfonate)